C(C)(C)(C)OC(=O)N1CCC(CC1)(C)C=1SC2=C(N1)C(=CC(=C2)Br)F 4-(6-bromo-4-fluoro-1,3-benzothiazol-2-yl)-4-methyl-piperidine-1-carboxylic acid tert-butyl ester